3-(4-methyl-1H-pyrazol-1-yl)propionic acid CC=1C=NN(C1)CCC(=O)O